FC(C=1SC(=CN1)CN)(F)F (2-(trifluoromethyl)thiazol-5-yl)methanamine